N-(2-chlorobenzyl)-2-(6-oxo-3-phenylpyridazin-1(6H)-yl)acetamide ClC1=C(CNC(CN2N=C(C=CC2=O)C2=CC=CC=C2)=O)C=CC=C1